C(C)OC(CC1=C(C=CC=C1)OCC1=NN(C2=CC=C(C=C12)C1=CC(=CC=C1)N)C(C)C)=O.C(#N)CS(=O)(=O)C1=NN=C(S1)NC(C1=C(C=CC=C1)C(F)(F)F)=O N-(5-((cyanomethyl)sulfonyl)-1,3,4-thiadiazol-2-yl)-2-(trifluoromethyl)benzamide ethyl-2-(2-((5-(3-aminophenyl)-1-isopropyl-1H-indazol-3-yl)methoxy)phenyl)acetate